C(CCC)[C@@H]1[C@@H](CC(O1)=O)C (4R,5R)-5-butyl-4-methyloxolan-2-one